C1(CCCC1)N1C(=CC2=C1N=C(N=C2)NC2=NC=C(C=C2)N2CCC(CC2)=O)C(=O)N(C)C 7-cyclopentyl-N,N-dimethyl-2-[[5-(4-oxo-1-piperidinyl)-2-pyridinyl]-amino]pyrrolo[2,3-d]pyrimidine-6-carboxamide